3-((1-((R)-3-cyclohexyl-2-methylpropanoyl)-4-hydroxy-3,3-dimethylpiperidin-4-yl)methyl)-6-(1-methyl-1H-pyrazol-5-yl)pyrimidin-4(3H)-one C1(CCCCC1)C[C@H](C(=O)N1CC(C(CC1)(O)CN1C=NC(=CC1=O)C1=CC=NN1C)(C)C)C